CN(CCN1C=CC2=CC(=CC=C12)NC1=NC=C(C(=N1)C1=CN(C2=CC=CC=C12)C)[N+](=O)[O-])C 1-(2-(dimethylamino)ethyl)-N-(4-(1-methyl-1H-indol-3-yl)-5-nitropyrimidin-2-yl)-1H-indol-5-amine